(R)-3-(3-methoxyphenyl)-1-(piperidin-3-yl)-1H-pyrazolo[3,4-b]pyridine COC=1C=C(C=CC1)C1=NN(C2=NC=CC=C21)[C@H]2CNCCC2